Cl.N[C@@H]1CN(CCC1)C1=C(C=NC(=C1)NC1=NC(=NC=C1)C1=C(C=CC=C1OC)F)C=1C=NC(=CC1)N(C)C (S)-4-(3-aminopiperidin-1-yl)-N6-(2-(2-fluoro-6-methoxyphenyl)pyrimidin-4-yl)-N6',N6'-dimethyl-[3,3'-bipyridin]-6,6'-diamine hydrochloride